3,4-diaminobenzoyl-hydrazine NC=1C=C(C(=O)NN)C=CC1N